N1NC(C=2C1=NC=NC2)=O 1,2-dihydro-3H-pyrazolo[3,4-d]pyrimidine-3-one